trans-(2R,6R)-tert-butyl 2,6-dimethyl-4-oxopiperidine-1-carboxylate C[C@H]1N([C@@H](CC(C1)=O)C)C(=O)OC(C)(C)C